[C@H]12CN(C[C@H](CC1)N2)C=2C1=C(N=C(N2)OC[C@@]2(CN(CCC2=C)C)C)C(=C(N=C1OC)C1=CC(=CC2=CC=C(C(=C12)C#C)F)O)F 4-(4-((1r,5S)-3,8-diazabicyclo[3.2.1]oct-3-yl)-2-(((S)-1,3-dimethyl-4-methylenepiperidin-3-yl)methoxy)-8-fluoro-5-methoxypyrido[4,3-d]pyrimidin-7-yl)-5-ethynyl-6-fluoronaphthalen-2-ol